ClC1=C(C=CC=C1C1=C(C(=NC=C1)C=1C=C2CCN(CC2=C(C1)Cl)C[C@H](C)O)Cl)C1=CC=C(C(=N1)OC)CNC[C@H]1CCC(N1)=O (R)-5-((((6-(2-chloro-3-(3-chloro-2-(8-chloro-2-((S)-2-hydroxypropyl)-1,2,3,4-tetrahydroisoquinolin-6-yl)pyridin-4-yl)phenyl)-2-methoxypyridin-3-yl)methyl)amino)methyl)pyrrolidin-2-one